1-ethyl-N-((S)-1-((1r,4S)-4-methylcyclohexyl)-2-oxo-2-((4-((R)-1-((S)-2-oxo-4-(trifluoromethyl)imidazolidin-1-yl)propyl)pyridin-2-yl)amino)ethyl)-1H-pyrazole-5-carboxamide C(C)N1N=CC=C1C(=O)N[C@H](C(NC1=NC=CC(=C1)[C@@H](CC)N1C(N[C@@H](C1)C(F)(F)F)=O)=O)C1CCC(CC1)C